(S)-1-(5,6,7,8-tetrahydronaphthalen-2-yl)ethylamine C1=C(C=CC=2CCCCC12)[C@H](C)N